N1=C(C=CC=C1)C(C(=O)N)C1=CC=CC=C1 pyrid-2-yl-phenyl-acetamide